C(C)(C)(C)OC(=O)N1CC2(NC3=NC(=CC=C3CC2)C(F)(F)F)CC1 7'-(trifluoromethyl)-3',4'-dihydro-1'h-spiro[pyrrolidine-3,2'-[1,8]naphthyridine]-1-carboxylic acid tert-butyl ester